CC(C[C@@H]1[C@@H](C[C@@H]2N(CCC3=CC(=C(C=C23)OC)OCC(F)(F)F)C1)O)(C)C (2R,3S,11bS)-3-(2,2-dimethylpropyl)-10-methoxy-9-(2,2,2-trifluoroethoxy)-1H,2H,3H,4H,6H,7H,11bH-pyrido[2,1-a]isoquinolin-2-ol